N'-(heptadecan-9-yl)tert-butoxycarbohydrazide CCCCCCCCC(CCCCCCCC)N(NOC(C)(C)C)C(=O)NN